N-((4'-(Dimethylamino)-[1,1'-biphenyl]-4-yl)methyl)-N-(3-((pyridin-4-ylmethyl)amino)phenyl)cyclohexanecarboxamide CN(C1=CC=C(C=C1)C1=CC=C(C=C1)CN(C(=O)C1CCCCC1)C1=CC(=CC=C1)NCC1=CC=NC=C1)C